N,N-didocosyl-2,2,2-trifluoroethylamine C(CCCCCCCCCCCCCCCCCCCCC)N(CCCCCCCCCCCCCCCCCCCCCC)CC(F)(F)F